boron-titanium oxide [O-2].[Ti+4].[B+3]